ClC=1C(=C2C(=NC1)NC(=N2)C2=CC=C(C=C2)N2CCN(CC2)S(=O)(=O)C)NC2CCN(CC2)CC=2C=CC1=C(CCO1)C2 6-Chloro-N-[1-(2,3-dihydro-1-benzofuran-5-ylmethyl)piperidin-4-yl]-2-{4-[4-(methylsulfonyl)piperazin-1-yl]phenyl}-3H-imidazo[4,5-b]pyridin-7-amine